Cl.CC1NCCC(C1)C#N 2-methylpiperidine-4-carbonitrile-hydrochloride